di-n-hexylaluminum n-butoxide [O-]CCCC.C(CCCCC)[Al+]CCCCCC